C(CCCCCCCCCCC)S(CCCCCCCCCCCC)CCOC(C(C(=O)[O-])(CC1=CC(=C(C(=C1)C(C)(C)C)O)C(C)(C)C)CC1=CC(=C(C(=C1)C(C)(C)C)O)C(C)(C)C)=O di-dodecylmercaptoethyl-2,2-bis(3,5-di-tert-butyl-4-hydroxybenzyl)malonate